N-(4-((2-(cyclopropanecarboxamido)pyridin-4-yl)oxy)-2,5-difluorophenyl)benzo[b]thiophene-6-carboxamide C1(CC1)C(=O)NC1=NC=CC(=C1)OC1=CC(=C(C=C1F)NC(=O)C=1C=CC2=C(SC=C2)C1)F